OCC1(CC1)CC 1-(1-(Hydroxymethyl)cyclopropyl)ethan